1,1,1-trifluoro-2-methylpropan-2-yl 1H-imidazole-1-carboxylate N1(C=NC=C1)C(=O)OC(C(F)(F)F)(C)C